(R)-5-(3-(4-aminophenyl)ureido)-2-methyl-N-(1-(naphthalen-1-yl)ethyl)benzamide NC1=CC=C(C=C1)NC(NC=1C=CC(=C(C(=O)N[C@H](C)C2=CC=CC3=CC=CC=C23)C1)C)=O